2-((2-((4-((1-(adamantan-2-yl)piperidin-4-yl)oxy)-2-methoxyphenyl)amino)-5-(trifluoromethyl)pyrimidin-4-yl)amino)-N,3-dimethylbenzamide C12C(C3CC(CC(C1)C3)C2)N2CCC(CC2)OC2=CC(=C(C=C2)NC2=NC=C(C(=N2)NC2=C(C(=O)NC)C=CC=C2C)C(F)(F)F)OC